1-(5-fluoro-2-(phenylamino)phenyl)ethanone FC=1C=CC(=C(C1)C(C)=O)NC1=CC=CC=C1